C1(=CC=CC=C1)N1P(C2=C(C3=C1C=CC=C3)C=CC=C2)(C2=CC=CC=C2)=O 5,6-Diphenylbenzo[c][2,1]benzazaphosphinin-6-oxid